N(=C=O)C[Si](OC)(C)C isocyanatomethyl-dimethyl-methoxysilane